ClC=1C=2N(C=C(C1)C(=O)O)C=NN2 8-chloro-[1,2,4]triazolo[4,3-a]pyridine-6-carboxylic acid